2'-fluoro-6'-(5-methoxy-1H-1,3-benzodiazol-2-yl)-4-{[(1R)-1-phenylbutyl]carbamoyl}-[1,1'-biphenyl]-2-carboxylic acid FC1=C(C(=CC=C1)C1=NC2=C(N1)C=CC(=C2)OC)C=2C(=CC(=CC2)C(N[C@H](CCC)C2=CC=CC=C2)=O)C(=O)O